6-((4-methoxybenzyl)amino)-3-methyl-N-(1-methyl-1H-pyrazol-3-yl)-2-phenylquinoline-4-carboxamide COC1=CC=C(CNC=2C=C3C(=C(C(=NC3=CC2)C2=CC=CC=C2)C)C(=O)NC2=NN(C=C2)C)C=C1